O=C1NC2=CC=C(C=C2C12CCN(CC2)CCOC=2C=C1CCCNC1=CC2)C#N 2-oxo-1'-[2-(1,2,3,4-tetrahydroquinolin-6-yloxy)ethyl]-1,2-dihydrospiro[indole-3,4'-piperidine]-5-carbonitrile